(3,4-dichlorophenyl)-2-iodobenzamide ClC=1C=C(C=CC1Cl)C=1C(=C(C(=O)N)C=CC1)I